C(C)OC(=O)C=1C2=C(N=CC1)NC=C2 1H-pyrrolo[2,3-b]pyridine-4-carboxylic acid ethyl ester